(2,3-dihydro-3,3,4-trimethyl-1,1-dioxobenzo[b]thiophen-5-yl)(5-hydroxy-1-methyl-1H-pyrazol-4-yl)-methanone CC1(C2=C(S(C1)(=O)=O)C=CC(=C2C)C(=O)C=2C=NN(C2O)C)C